N-(6-(6-(trifluoro-methoxy)imidazo[1,2-a]pyridin-3-yl)pyridin-2-yl)-6-azaspiro[3.4]-octan-2-amine FC(OC=1C=CC=2N(C1)C(=CN2)C2=CC=CC(=N2)NC2CC1(C2)CNCC1)(F)F